C(#N)CC(C1CCCC1)N([C@H](CC1=CC=CC=C1)C(=O)O)C(C)=O (R)-2-cyano-1-cyclopentylethyl-acetyl-L-phenylalanine